OC1=C(C=C(C=C1)C1=C(C(=NC(=C1)C1=CC=C(C=C1)F)N)C#N)OC 4-(4-hydroxy-3-methoxyphenyl)-6-p-fluorophenyl-2-amino-3-cyanopyridine